C(C)(=O)NC(C(=O)NC1=CC=C(C=C1)C1N=C2C3(C(=C(C=N2)C)C=CC=C3)N1[C@H](C)C1=CC=C(C=C1)C)C1=CC=C(C=C1)S(=O)(=O)CC 2-acetamido-2-(4-(ethylsulfonyl)phenyl)-N-(4-(6-methyl-1-((R)-1-(p-tolyl)ethyl)-1H-benzo[d]imidazopyridin-2-yl)phenyl)acetamide